(16R)-19-amino-5-(6-bromohexyl)-13-fluoro-8,16-dimethyl-9-oxo-17-oxa-4,5,8,20-tetraazatetracyclo[16.3.1.02,6.010,15]docosa-1(22),2(6),3,10(15),11,13,18,20-octaene-3-carbonitrile NC1=C2O[C@@H](C=3C=C(C=CC3C(N(CC=3N(N=C(C3C(C=N1)=C2)C#N)CCCCCCBr)C)=O)F)C